FC1(CN(CCC1C(=O)N1CCOC2=C(C1)C=NC=C2C#N)C2=CC=NC=1N2N=CC1)F 4-(3,3-difluoro-1-pyrazolo[1,5-a]pyrimidin-7-yl-piperidine-4-carbonyl)-3,5-dihydro-2H-pyrido[3,4-f][1,4]oxazepine-9-carbonitrile